dodecyl 3,4,5-trihydroxybenzoate OC=1C=C(C(=O)OCCCCCCCCCCCC)C=C(C1O)O